C(C1=CC=CC=C1)(C1=CC=CC=C1)C1=C(N)C(=CC(=C1)C(C1=CC=CC=C1)C1=CC=CC=C1)CC 2,4-di(benzhydryl)-6-ethylaniline